FC1([C@H](C1)C(=O)NC1=CC(=C(N=N1)C(=O)NC([2H])([2H])[2H])NC1=C2N(CC=3N(C2=CC=C1)N=C(N3)C)C)F (R)-6-(2,2-difluorocyclopropane-1-carboxamido)-4-((2,5-dimethyl-4,5-dihydro-[1,2,4]triazolo[1,5-a]quinoxalin-6-yl)amino)-N-(methyl-d3)pyridazine-3-carboxamide